OC(C(=O)OCC)CC\C=C/C\C=C/C\C=C/C\C=C/CCCCC ethyl alpha-hydroxyarachidonate